CC=1C=C(C=CC1)CNCC[C@]1(CCOC2(CCCC2)C1)C1=CC=C(C=C1)C(F)(F)F [(3-methylphenyl)methyl]({2-[(9R)-9-[4-(trifluoromethyl)phenyl]-6-oxaspiro[4.5]decan-9-yl]ethyl})amine